COC(C(F)(F)C1=C(C=CC(=C1)C#N)C)=O 2-(5-cyano-2-methyl-phenyl)-2,2-difluoro-acetic acid methyl ester